FC1(CN(C1)C1=NC(=CC(=N1)NC(C1=C(C=C(C=C1)NS(=O)(=O)[C@@H](CO)C)N1CCC2(CC2)CC1)=O)C)F (R)-N-(2-(3,3-Difluoroazetidin-1-yl)-6-methylpyrimidin-4-yl)-4-((2-hydroxy-1-methylethyl)sulfonamido)-2-(6-azaspiro[2.5]octan-6-yl)benzamide